C(C(=O)[O-])(=O)[O-].[Pt+4].C(C(=O)[O-])(=O)[O-] platinic oxalate